4-[4-(hydroxymethyl)phenoxy]piperidine-1-carboxylic acid prop-2-enyl ester C(C=C)OC(=O)N1CCC(CC1)OC1=CC=C(C=C1)CO